((R)-1-(2-chlorophenyl)-2-methylpropoxy)-N-((R,E)-4-(methylsulfonyl)but-3-en-2-yl)pyrimidine-2-carboxamide ClC1=C(C=CC=C1)[C@@H](C(C)C)OC1=NC(=NC=C1)C(=O)N[C@H](C)\C=C\S(=O)(=O)C